BrC=1C(=C(C=CC1)N1C=C(C=CC1=O)C(=O)OC)F methyl 1-(3-bromo-2-fluorophenyl)-6-oxopyridine-3-carboxylate